(S)-2-amino-3-(2-oxo-1,2-dihydrobenzo[cd]indol-6-yl)propanoic acid N[C@H](C(=O)O)CC=1C=2C3=C(C(NC3=CC1)=O)C=CC2